tetrahydropteroyltri-L-glutamic acid C1[C@@H](NC2=C(N1)N=C(NC2=O)N)CNC3=CC=C(C=C3)C(=O)N[C@@H](CCC(=O)N[C@@H](CCC(=O)N[C@@H](CCC(=O)O)C(=O)O)C(=O)O)C(=O)O